ClC1=C(C=CC=C1)CN1C2=CC=CC(=C2C=2C(=CC=CC12)C(C(=O)O)=O)C(N)=O {9-[(2-chlorophenyl)methyl]-5-carbamoylcarbazole-4-yl}oxoacetic acid